C(CCCCCCC)(=O)N[C@@H](C)C(=O)O n-octanoyl-alanine